3-SULFINOALANINE S(=O)(O)C[C@H](N)C(=O)O